4-(3-(5-(Phenylcarbamoyl)thiazol-2-yl)phenoxy)piperidine-1-carboxylate C1(=CC=CC=C1)NC(=O)C1=CN=C(S1)C=1C=C(OC2CCN(CC2)C(=O)[O-])C=CC1